ClC=1C=C(C(=O)NC=2C=C3C(=CN(C3=CC2)CC)C#N)C=CN1 2-chloro-N-(3-cyano-1-ethyl-1H-indol-5-yl)isonicotinamide